C(CCCCCCC\C=C/CCCCCCCC)OCC(COC(CN(C)C)=O)OCCCCCCCC\C=C/CCCCCCCC 1,2-dioleyloxy-3-(dimethylamino)acetoxypropane